C(C1=CC=CC=C1)OC(C(O)CC(=O)OCC1=CC=CC=C1)=O.C(CCCCCCC)[Sn]CCCCCCCC dioctyl-tin bisbenzyl-malate